OC1(CCN(CC1)C(C[C@@H](C)C1=CC=CC=C1)=O)CN1C=NC(=CC1=O)N[C@H]1CNCC1 3-((4-Hydroxy-1-((R)-3-phenylbutanoyl)piperidin-4-yl)methyl)-6-(((R)-pyrrolidin-3-yl)amino)pyrimidin-4(3H)-one